2-[2-[[2-cyano-5-(trifluoromethyl)-3-pyridinyl]sulfanyl]ethyl]-malononitrile C(#N)C1=NC=C(C=C1SCCC(C#N)C#N)C(F)(F)F